ClC1=C(C=C(C=C1)N1CCC(CC1)C1=CC(=C(C=C1F)N1C(C2=CC=CC=C2C1=O)=O)OC)C1CC1 2-(4-(1-(4-Chloro-3-cyclopropylphenyl)piperidin-4-yl)-5-fluoro-2-methoxyphenyl)isoindoline-1,3-dione